N-(4-(chlorodifluoromethoxy)phenyl)-3-hydroxy-2'-oxo-4'-(1H-pyrazol-3-yl)spiro[cyclopentane-1,3'-indoline]-6'-carboxamide ClC(OC1=CC=C(C=C1)NC(=O)C1=CC(=C2C3(C(NC2=C1)=O)CC(CC3)O)C3=NNC=C3)(F)F